(E)-2-(2-Fluoro-4-isopropyl-3,5-dimethoxystyryl)-6-methylpyridine FC1=C(/C=C/C2=NC(=CC=C2)C)C=C(C(=C1OC)C(C)C)OC